BrC1=NNC2=C(C=CC=C12)C#N 3-bromo-1H-indazole-7-carbonitrile